(S)-N-((S)-3-(4-amino-3-hydroxyphenyl)-2-(dimethylamino)propyl)-3-phenylbutyramide NC1=C(C=C(C=C1)C[C@@H](CNC(C[C@H](C)C1=CC=CC=C1)=O)N(C)C)O